(3-methyloxetan-3-yl)methyl 9,9-bis(4-hydroxy-3-iodo-5-methylphenyl)-9H-fluorene-4-carboxylate OC1=C(C=C(C=C1C)C1(C2=CC=CC=C2C=2C(=CC=CC12)C(=O)OCC1(COC1)C)C1=CC(=C(C(=C1)C)O)I)I